(Z)-5-((1H-pyrrolo[3,2-b]pyridin-3-yl)methylene)-3-isopropyl-2-thioxoimidazolidin-4-one N1C=C(C2=NC=CC=C21)\C=C/2\C(N(C(N2)=S)C(C)C)=O